tert-butyl 6-(((4,4-difluorocyclohexyl) methyl) amino)-2-azaspiro[3.3]heptane-2-carboxylate FC1(CCC(CC1)CNC1CC2(CN(C2)C(=O)OC(C)(C)C)C1)F